ClC=1C=C(C(=C(C=NC(C(=O)O)CC2=CC=C(C=C2)O)C1)O)O 2-(5-chloro-2,3-dihydroxybenzylideneamino)-3-(4-hydroxyphenyl)propanoic acid